5-bromo-2-methyl-2H-1,2,3-triazole-4-carbaldehyde-d BrC=1C(=NN(N1)C)C(=O)[2H]